3-Amino-4-(6,7-difluoro-1H-indazol-4-yl)-6-methyl-1H-1,7-phenanthrolin-2-one hydrochloride monohydrate O.Cl.NC=1C(NC2=C3C=CC=NC3=C(C=C2C1C1=C2C=NNC2=C(C(=C1)F)F)C)=O